O=C1N(CC2=C(C=CC=C12)C=1C=C2C=CC(NC2=CC1)=O)CC(C#N)=C 2-[[1-oxo-4-(2-oxo-1H-quinolin-6-yl)isoindolin-2-yl]methyl]prop-2-enenitrile